C1CCC2CC3(CC=C12)CC3 tetrahydrospiro[cyclopropane-1,5'-inden]